ClOC(C1=CC=CC=C1)=O benzoic hypochlorous anhydride